C(C)(C)(C)OC(=O)N[C@H](C(=O)N1N[C@@H](CCC1)C(=O)OC)CC=1SC=C(N1)C=1C=C2C(=C(NC2=CC1)I)CC(CO)(C)C methyl (3S)-1-[(2S)-2-[(tert-butoxycarbonyl) amino]-3-[4-[3-(3-hydroxy-2,2-dimethylpropyl)-2-iodo-1H-indol-5-yl]-1,3-thiazol-2-yl]propanoyl]-1,2-diazinane-3-carboxylate